[3-(5-bromo-1-ethyl-1H-indol-2-yl)-2-propynyl](p-chlorophenyl)amine BrC=1C=C2C=C(N(C2=CC1)CC)C#CCNC1=CC=C(C=C1)Cl